ClC=1C(=C(C#N)C=CC1)OCCCl 3-chloro-2-(2-chloroethoxy)benzonitrile